(3E)-6,6-dioctyloxy-3-hexen-1-ol C(CCCCCCC)OC(C/C=C/CCO)OCCCCCCCC